NC1=NC=C(C=C1O[C@H](C)C=1C=C(C=CC1)NC(C1=CC(=CC=C1)C1CC1)=O)C=1C=NN(C1)C1CCNCC1 (R)-N-(3-(1-((2-Amino-5-(1-(piperidin-4-yl)-1H-pyrazol-4-yl)pyridin-3-yl)oxy)ethyl)phenyl)-3-cyclopropylbenzamid